BrC=1C=C(C=C2C(N(C(=NC12)NC[C@H](C)O)C)=O)S(=O)(=O)NC1(CC1)C 8-bromo-2-{[(2S)-2-hydroxypropyl]amino}-3-methyl-N-(1-methylcyclopropyl)-4-oxoquinazoline-6-sulfonamide